N-(5-fluoro-2-nitrobenzoyl)-N-methylglycine methyl ester COC(CN(C)C(C1=C(C=CC(=C1)F)[N+](=O)[O-])=O)=O